CN1N=C(C(=C1)O)C(F)(F)F 1-methyl-3-(trifluoromethyl)pyrazol-4-ol